ethyl-6-((4-methoxybenzyl)amino)benzo[cd]indol-2(1H)-one C(C)N1C(C2=C3C(C(=CC=C13)NCC1=CC=C(C=C1)OC)=CC=C2)=O